ClC1=CC=C(C=C1)C1=C2C=C(N(C(C2=CC(=N1)N1CC(OCC1)C=1C=NN(C1)C)=O)C)C 5-(4-chloro-phenyl)-2,3-dimethyl-7-[2-(1-methylpyrazol-4-yl)morpholino]-2,6-naphthyridin-1-one